2-fluoro-6-(trifluoro-methyl)-N-(1,1,3-trimethyl-2,3-dihydro-1H-inden-4-yl)benzamide FC1=C(C(=O)NC2=C3C(CC(C3=CC=C2)(C)C)C)C(=CC=C1)C(F)(F)F